ClC1=CC=C(C=C1)C=1N=C2N(C=CC=C2)C1CN1CC2C(C1)CN(C2)C(=O)C2=NC(=CC=C2F)OC [5-{[2-(4-Chlorophenyl)imidazo[1,2-a]pyridin-3-yl]methyl}hexahydropyrrolo[3,4-c]pyrrol-2(1H)-yl](3-fluoro-6-methoxypyridin-2-yl)methanone